(S,Z)-3-(8-(2-(Hydroxymethyl)-4-(methoxyimino)pyrrolidine-1-carbonyl)-4-methyl-3-oxo-3,4-dihydro-2H-benzo[b][1,4]oxazin-5-yl)-2-methylbenzonitrile OC[C@H]1N(C\C(\C1)=N/OC)C(=O)C1=CC=C(C2=C1OCC(N2C)=O)C=2C(=C(C#N)C=CC2)C